(R)-2-((4-(3-(Aminomethyl)-3-methylpyrrolidin-1-yl)pyrimidin-5-yl)oxy)-N-ethyl-5-Fluoro-N-isopropylbenzamide NC[C@@]1(CN(CC1)C1=NC=NC=C1OC1=C(C(=O)N(C(C)C)CC)C=C(C=C1)F)C